C[C@@H](C(=O)NCCCC[C@@H](C(=O)N[C@H](C)C(=O)N[C@H](C)C(=O)[O-])NC(=O)[C@@H](CCC(=O)[O-])NC(=O)[C@H](C)NC(=O)C(C)O[C@H]1[C@@H]([C@H](OC([C@@H]1NC(=O)C)OP(=O)([O-])OP(=O)([O-])OC[C@@H]2[C@H]([C@H]([C@@H](O2)N3C=CC(=O)NC3=O)O)O)CO)O)[NH3+] The molecule is trianion of UDP-N-acetylmuramoyl-L-alanyl-D-glutamyl-N(6)-(L-alanyl)-L-lysyl-D-alanyl-D-alanine having anionic diphosphate and carboxy groups and a cationic amino group. It is a peptide anion and a nucleotide-sugar oxoanion.